SC=1C=CC=C2C=CC=NC12 8-mercaptoquinoline